2-[2-(aminomethyl)-3,3-difluoro-allyl]-4-[[5-(2,1,3-benzooxadiazol-5-yl)-2-thienyl]methyl]-1,2,4-triazol-3-one NCC(CN1N=CN(C1=O)CC=1SC(=CC1)C1=CC=2C(=NON2)C=C1)=C(F)F